C(C)(C)(C)OC(=O)N1CC2=C(C(=C(C=C2C[C@H]1C(=O)O)I)O)I (3S)-2-(tert-butoxycarbonyl)-7-hydroxy-6,8-diiodo-3,4-dihydro-1H-isoquinoline-3-carboxylic acid